C(C)/C(/C=O)=C/C(C\C=C/C)CC (2Z,6Z)-2,4-diethyloct-2,6-dienal